3-fluoro-5-(((6S,8aS)-1,1,2,2,6-pentafluoro-8a-hydroxy-1,2,6,7,8,8a-hexahydroacenaphthylen-5-yl)oxy)benzonitrile FC=1C=C(C#N)C=C(C1)OC1=CC=C2C(C([C@@]3(CC[C@@H](C1=C32)F)O)(F)F)(F)F